BrC1=NC=2C(N=C1)=NN(C2)C(C)C 5-bromo-2-isopropyl-pyrazolo[3,4-b]pyrazine